2,3-dimethoxy-5-methyl-6-{10-[4-(3-sulfanylidene-3H-1,2-dithiol-5-yl)phenoxy]decyl}cyclohexa-2,5-diene-1,4-dione COC=1C(C(=C(C(C1OC)=O)C)CCCCCCCCCCOC1=CC=C(C=C1)C1=CC(SS1)=S)=O